7-({[1,1'-Biphenyl]-3-yl}methyl)-3-oxa-1,8-diazaspiro[5.5]undecan-2-one C1(=CC(=CC=C1)CC1C2(CCOC(N2)=O)CCCN1)C1=CC=CC=C1